OC[C@H](C1=CC=CC=C1)NC1=CC(=NC=C1C=1OC=NN1)NC1=CC=C2C(=N1)C(N(C2=O)C)(C)C (S)-2-((4-((2-hydroxy-1-phenylethyl)amino)-5-(1,3,4-oxadiazol-2-yl)pyridin-2-yl)amino)-6,7,7-trimethyl-6,7-dihydro-5H-pyrrolo[3,4-b]pyridin-5-one